C1[C@H]([C@H](OC2=C1C(=CC(=C2[C@H]3[C@@H]([C@H](OC4=CC(=CC(=C34)O)O)C5=CC(=C(C=C5)O)O)O)O)O)C6=CC(=C(C=C6)O)O)O The molecule is a proanthocyanidin obtained by the condensation of (-)-epicatechin and (+)-catechin units. It has a role as an antioxidant, an EC 5.99.1.3 [DNA topoisomerase (ATP-hydrolysing)] inhibitor and an antineoplastic agent. It is a proanthocyanidin and a hydroxyflavan. It derives from a (-)-epicatechin and a (+)-catechin.